trimyristoyl phosphate P(=O)(OC(CCCCCCCCCCCCC)=O)(OC(CCCCCCCCCCCCC)=O)OC(CCCCCCCCCCCCC)=O